OC1=CC=C(C(=O)NN)C=C1 4-Hydroxybenzoic hydrazide